3-[6-[(3S)-4-[[1-(3,3-dimethoxypropyl)-4-piperidinyl]methyl]-3-methyl-piperazin-1-yl]pyrimidin-4-yl]-5-(1-methylcyclopropoxy)-1H-indazole COC(CCN1CCC(CC1)CN1[C@H](CN(CC1)C1=CC(=NC=N1)C1=NNC2=CC=C(C=C12)OC1(CC1)C)C)OC